C(C)(C)N1N=CC(=C1)C=1C=C(C=CC1)N(C(=O)[C@@H]1CC[C@H](CC1)NC(OCCOC)=O)C[C@@H]1CC[C@H](CC1)C1=CC(=C(C=C1)OC)C 2-Methoxyethyl (trans-4-((3-(1-isopropyl-1H-pyrazol-4-yl)phenyl)((trans-4-(4-methoxy-3-methylphenyl)cyclohexyl)methyl)carbamoyl) cyclohexyl)carbamate